tert-Butyl 2-(3,4-diamino-2-fluorophenyl)piperidine-1-carboxylate NC=1C(=C(C=CC1N)C1N(CCCC1)C(=O)OC(C)(C)C)F